COC1=CC=C2NC=C(CC(NC)([2H])[2H])C2=C1 5-methoxy-α,α-dideutero-N-monomethyltryptamine